β-D-Xylopyranosyl-(1→3)-β-D-xylopyranosyl-(1→4)-D-xylose [C@@H]1([C@H](O)[C@@H](O)[C@H](O)CO1)O[C@@H]1[C@H]([C@@H](OC[C@H]1O)O[C@@H]([C@@H]([C@H](C=O)O)O)CO)O